C1([C@H](O)[C@@H](O)[C@H](O)[C@H](O1)CO)C(=O)[C@H](O)[C@@H](O)[C@H](O)[C@H](O)CO D-glucopyranosyl-glucose